C(C(=C)C)(=O)OCC(COC1=C(C=CC=C1)C(C)(C)C1=C(C=CC=C1)OCC(COC(C(=C)C)=O)O)O 2,2-bis[(3-methacryloyloxy-2-hydroxypropyl-oxy)phenyl]propane